C(CCCC)S pentane-1-thiol